OCCC1CCN(CC1)C1=C2C=CN(C2=CC=C1)[C@H]1C(NC(CC1)=O)=O (3R)-3-[4-[4-(2-hydroxyethyl)-1-piperidinyl]indol-1-yl]piperidine-2,6-dione